CC=1C(=C2C=NNC2=CC1C)C1=C(C=C2C(=NC(=NC2=C1F)OC[C@]12CCCN2C[C@@H](C1)F)N1C[C@@]2(C(NC(N2)=O)=O)CCC1)F (5R)-7-(7-(5,6-dimethyl-1H-indazol-4-yl)-6,8-difluoro-2-(((2R,7aS)-2-fluorotetrahydro-1H-pyrrolizin-7a(5H)-yl)methoxy)quinazolin-4-yl)-1,3,7-triazaspiro[4.5]decane-2,4-dione